(2S,6R)-2-(cyanomethyl)-6-methyl-4-((4-nitrophenyl)sulfonyl)piperazine-1-carboxylic acid benzyl ester C(C1=CC=CC=C1)OC(=O)N1[C@H](CN(C[C@H]1C)S(=O)(=O)C1=CC=C(C=C1)[N+](=O)[O-])CC#N